2-((1-(3,6-Dimethyl-2-(2-methyl-1-oxo-1,2,3,4-tetrahydroisoquinolin-6-yl)-4-oxo-4H-chromen-8-yl)ethyl)amino)benzoic acid CC1=C(OC2=C(C=C(C=C2C1=O)C)C(C)NC1=C(C(=O)O)C=CC=C1)C=1C=C2CCN(C(C2=CC1)=O)C